6-(((1-cyclopropylethyl)amino)methyl)-2-(3-(3,3-difluoro-1-((4-methyl-4H-1,2,4-triazol-3-yl)methyl)cyclobutyl)phenyl)-4-(trifluoromethyl)isoindolin-1-one C1(CC1)C(C)NCC1=CC(=C2CN(C(C2=C1)=O)C1=CC(=CC=C1)C1(CC(C1)(F)F)CC1=NN=CN1C)C(F)(F)F